octahydro-1,1'-binaphthyl C1(CCCC2CCCC=C12)C1=CC=CC2=CC=CC=C12